C(C)(C)(C)OC(=O)OCCN1N=C2N(C(=NC(=C2C2=CC(=NC(=C2)C)C)C2=CC=CC=C2)NC(OC(C)(C)C)=O)C1=O tert-butyl (2-(2-((tert-butoxycarbonyl)oxy)ethyl)-8-(2,6-dimethylpyridin-4-yl)-3-oxo-7-phenyl-2,3-dihydro-[1,2,4]triazolo[4,3-c]pyrimidin-5-yl)carbamate